zirconium-tungsten-molybdenum-titanium-niobium [Nb].[Ti].[Mo].[W].[Zr]